(S)-2-amino-N-(4-(benzylthio)-2-methoxyphenyl)-3-phenylpropanamide hydrochloride Cl.N[C@H](C(=O)NC1=C(C=C(C=C1)SCC1=CC=CC=C1)OC)CC1=CC=CC=C1